3-[5-[4-(azetidin-3-ylmethyl)piperazin-1-yl]-3-methyl-2-oxo-benzimidazol-1-yl]piperidine N1CC(C1)CN1CCN(CC1)C1=CC2=C(N(C(N2C)=O)C2CNCCC2)C=C1